5-methyl-7-(1-phenylethyl)thieno[3,2-c]pyridin-4(5H)-one CN1C(C2=C(C(=C1)C(C)C1=CC=CC=C1)SC=C2)=O